1-(6-(4-(3-(dimethylamino)azetidin-1-yl)-6-(5-methyl-1H-indazol-4-yl)pyrimidin-2-yl)-2,6-diazaspiro[3.4]octan-2-yl)prop-2-en-1-one CN(C1CN(C1)C1=NC(=NC(=C1)C1=C2C=NNC2=CC=C1C)N1CC2(CN(C2)C(C=C)=O)CC1)C